P(=S)(OCCCCOC(C=C)=O)([O-])[O-] acryloyloxybutyl thiophosphate